5-(2-chloro-5-(isobutyramidomethyl)benzamido)-1-methyl-N-(4-(trifluoromethyl)benzyl)-1H-indole-2-carboxamide ClC1=C(C(=O)NC=2C=C3C=C(N(C3=CC2)C)C(=O)NCC2=CC=C(C=C2)C(F)(F)F)C=C(C=C1)CNC(C(C)C)=O